O1S(N=CC=C1)(=O)=O 1,2,3-oxathiazine-2,2-dioxide